5-(4-((2-(3-(cyclopropylmethyl)ureido)pyridin-4-yl)methyl)piperazin-1-yl)-N-methyl-6-(trifluoromethyl)picolinamide C1(CC1)CNC(NC1=NC=CC(=C1)CN1CCN(CC1)C=1C=CC(=NC1C(F)(F)F)C(=O)NC)=O